methylimidazoquinoline CC=1NC2=C(C=CC=3C=CC=NC23)N1